BrC=1C=C2C(CCOC2=CC1)(F)F 6-bromo-4,4-difluoro-chroman